di-tert-butyl ((4S)-1-cyclopropyl-5-(6-(4-fluorophenyl)-1H-indole-2-carboxamido)pentane-1,4-diyl)dicarbamate C1(CC1)C(CC[C@@H](CNC(=O)C=1NC2=CC(=CC=C2C1)C1=CC=C(C=C1)F)NC(OC(C)(C)C)=O)NC(OC(C)(C)C)=O